OC1=C(CNC2=C3N=CN(C3=NC=N2)[C@H]2[C@@H](O)[C@H](O)[C@H](O2)CO)C=CC(=C1)Br 6-(2-hydroxy-4-bromobenzylamino)-9-β-D-arabinofuranosylpurine